FC(CN1[C@@H](C=2NC3=CC=CC=C3C2C[C@H]1C)C1=CC=C(S1)C1CCN(CC1)C(=O)OC(C)(C)C)(C)C tert-butyl 4-(5-((1S,3R)-2-(2-fluoro-2-methylpropyl)-3-methyl-2,3,4,9-tetrahydro-1H-pyrido[3,4-b]indol-1-yl)thiophen-2-yl)piperidine-1-carboxylate